ClC=1C=CC=C2C=CC=C(C12)C1=NC=C2C3=C(C=NC2=C1F)N(C(C1N3CC(NC1)CC#N)=O)C 2-(3-(8-chloronaphthalen-1-yl)-4-fluoro-7-methyl-8-oxo-8,8a,9,10,11,12-hexahydro-7H-pyrazino[1',2':4,5]pyrazino[2,3-c][1,6]naphthyridin-11-yl)acetonitrile